Cl.Cl.C(C)C=1C(=CC(=C(C1)O)F)C1=CC=C2C(=NNC2=C1)C=1NC2=C(CN(CC2)C2CCN(CC2)C)N1 5-ethyl-2-fluoro-4-(3-(5-(1-methylpiperidin-4-yl)-4,5,6,7-tetrahydro-1H-imidazo[4,5-c]pyridin-2-yl)-1H-indazol-6-yl)phenol 2HCl